3-oxo-1-(trifluoromethyl)octahydroindolizine-6-carboxylic acid O=C1CC(C2CCC(CN12)C(=O)O)C(F)(F)F